C1([N+](=O)[O-])=CC([N+](=O)[O-])=CC([N+](=O)[O-])=C1O.C1(=CC=CC=C1)\C=C\C(=O)C1=CC=CC=C1 Chalcone picrate